C(C)S(=O)(=O)C=1C=CC(=C(C1)C1=CN(C(C2=CC=C(C=C12)C=1C=NNC1)=O)C)OC 4-(5-ethylsulfonyl-2-methoxyphenyl)-2-methyl-6-(1H-pyrazol-4-yl)isoquinolin-1-one